C(C)(=O)C1CC(C1)[C@@H](C=1C=C(C=CC1)N1C(C2=CC(=CC(=C2C1)C(F)(F)F)CNC1(CCC1)C)=O)C1=NN=CN1C 2-(3-((S)-((1s,3R)-3-acetylcyclobutyl)(4-methyl-4H-1,2,4-triazol-3-yl)methyl)phenyl)-6-(((1-methylcyclobutyl)amino)methyl)-4-(trifluoromethyl)isoindolin-1-one